ClC=1C(=C(C=CC1F)C(N)C1COC2=CC=CC=C2C1)F (3-chloro-2,4-difluorophenyl)(chroman-3-yl)methanamine